FC(C)(F)C1=CC=CC(=N1)N1N=C(C=2C=NC(=CC21)CC(=O)N)N2CCOCC2 (1-(6-(1,1-difluoroethyl)pyridin-2-yl)-3-morpholino-1H-pyrazolo[4,3-c]pyridin-6-yl)acetamide